ClC1=CC(=NC=N1)C=O 6-CHLOROPYRIMIDINE-4-CARBALDEHYDE